tert-butyl 3-[2-[2-[2-[2-[4-(4-methoxyphenyl)butanoylamino]ethoxy]ethoxy]ethoxy]ethoxy]propanoate COC1=CC=C(C=C1)CCCC(=O)NCCOCCOCCOCCOCCC(=O)OC(C)(C)C